methyl-(phenyl)(vinyl)methoxysilane C[SiH](OCC=C)C1=CC=CC=C1